NC1=NC=2C=C(C(=CC2C2=C1C=NN2C)C(=O)N(C)[C@H]2C=1C=CC(=NC1CC(C2)(C)C)C(F)(F)F)F 4-amino-N-((5R)-7,7-dimethyl-2-(trifluoromethyl)-5,6,7,8-tetrahydro-5-quinolinyl)-7-fluoro-N,1-dimeth-yl-1H-pyrazolo[4,3-c]quinoline-8-carboxamide